CC=1N=C(OC1C(=O)O)C1=CC=C(C=C1)C 4-methyl-2-(p-tolyl)oxazole-5-carboxylic acid